allyl (6aS)-3-hydroxy-2-methoxy-12-oxo-6-((tetrahydro-2H-pyran-2-yl)oxy)-8-(thiophen-3-yl)-6,6a,7,10-tetrahydrobenzo[e]pyrido[1,2-a][1,4]diazepine-5(12H)-carboxylate OC=1C(=CC2=C(N(C([C@H]3N(C2=O)CC=C(C3)C3=CSC=C3)OC3OCCCC3)C(=O)OCC=C)C1)OC